CC(C(=O)OCC(C)(NC1=NC2=C(N1)C=CC=C2CN2C(NC=C2)=O)C2=CC(=C(C=C2)F)Cl)(C)C 2-(3-chloro-4-fluorophenyl)-2-({4-[(2-oxo-2,3-dihydro-1H-imidazol-1-yl)methyl]-1H-1,3-benzodiazol-2-yl}amino)propyl 2,2-dimethyl-propanoate